5-[4-amino-5-(trifluoromethyl)pyrrolo[2,1-f][1,2,4]triazin-7-yl]-N-[(3R,4S)-1-(3,3-difluorocyclobutanecarbonyl)-4-fluoropyrrolidin-3-yl]-2-(difluoromethoxy)benzamide NC1=NC=NN2C1=C(C=C2C=2C=CC(=C(C(=O)N[C@@H]1CN(C[C@@H]1F)C(=O)C1CC(C1)(F)F)C2)OC(F)F)C(F)(F)F